4-[(3-bromo-1,2,4-thiadiazol-5-yl)oxymethyl]-3-fluoro-benzonitrile BrC1=NSC(=N1)OCC1=C(C=C(C#N)C=C1)F